C(C)(=O)OC1(C(OC2=C1C=CC=C2)=O)C 3-acetoxy-3-methyl-2-oxo-2,3-dihydrobenzofuran